methyl (2R)-2-[(tert-butoxycarbonyl)amino]-6-(piperidin-1-yl)hexanoate C(C)(C)(C)OC(=O)N[C@@H](C(=O)OC)CCCCN1CCCCC1